CCNC1=NC(=NC(=N1)N)Cl The molecule is a diamino-1,3,5-triazine that is N-ethyl-1,3,5-triazine-2,4-diamine substituted by a chloro group at position 6. It has a role as a bacterial xenobiotic metabolite and a marine xenobiotic metabolite. It is a chloro-1,3,5-triazine and a diamino-1,3,5-triazine. It derives from a 6-chloro-1,3,5-triazine-2,4-diamine.